C(C)(C)(C)C1=NN=C(O1)C(=O)N1[C@H](C2=C(CC1)NC=N2)C2=NN1C(C=CC=C1C(F)(F)F)=C2 (R)-(5-(tert-butyl)-1,3,4-oxadiazol-2-yl)(4-(7-(trifluoromethyl)pyrazolo[1,5-a]pyridin-2-yl)-6,7-dihydro-1H-imidazo[4,5-c]pyridin-5(4H)-yl)methanone